[Ca].OC1[C@H](O)[C@@H](O)[C@H](O[C@H]2[C@H](O)[C@@H](O)[C@@H](O)[C@H](O2)CO)[C@H](O1)CO lactose, calcium salt